C(C1=CC=CC=C1)OC(=O)NC(C(=O)O)C1CCC(CC1)(F)F 2-(Benzyloxycarbonylamino)-2-(4,4-difluorocyclohexyl)acetic acid